N1N=NC=C1C1[C@H]2CN(C[C@@H]12)C(CCCC=1SC(=NN1)NC1CC2=CC=CC=C2C1)=O 1-((1R,5S,6r)-6-(1H-1,2,3-triazol-5-yl)-3-azabicyclo[3.1.0]hexan-3-yl)-4-(5-((2,3-dihydro-1H-inden-2-yl)amino)-1,3,4-thiadiazol-2-yl)butan-1-one